4-n-heptylphenylacetylene C(CCCCCC)C1=CC=C(C=C1)C#C